BrC=1N=C2C(=NC1)NN=C2 5-bromo-1H-pyrazolo[3,4-b]pyrazine